O=C1N(CCC(N1)=O)C1=CN(C2=CC=CC=C12)C 3-(2,4-dioxotetrahydropyrimidin-1(2H)-yl)-1-methyl-1H-indole